chromium-lanthanum oxide [O-2].[La+3].[Cr+3].[O-2].[O-2]